4,5,6,6a-tetrahydro-3aH-cyclopenta[d][1,2]oxazole O1N=CC2C1CCC2